C12OCC(C1)(C2)COC=2C=C1CCN3[C@@H](C1=CC2OC)C[C@H]([C@@H](C3)OC(C)(C)C)O (2R,3R,11bR)-9-((2-oxabicyclo[2.1.1]hex-4-yl)methoxy)-3-(tert-butoxy)-10-methoxy-1,3,4,6,7,11b-hexahydro-2H-pyrido[2,1-a]isoquinolin-2-ol